diphenyl-9H-carbazol-3-amine C1(=CC=CC=C1)C1=C(C=2NC3=CC=CC=C3C2C=C1N)C1=CC=CC=C1